3-(5-bromo-3-methyl-2-oxo-1,3-benzodiazol-1-yl)-1-[(4-methoxyphenyl)methyl]piperidine-2,6-dione BrC1=CC2=C(N(C(N2C)=O)C2C(N(C(CC2)=O)CC2=CC=C(C=C2)OC)=O)C=C1